5-chloro-7-methoxy-2-methyl-2H-pyrazolo[4,3-b]pyridine ClC=1C=C(C=2C(N1)=CN(N2)C)OC